1-(4-(7-methoxy-1,9-dimethyl-9H-pyrido[3,4-b]indol-6-yl)piperazin-1-yl)prop-2-en-1-one COC1=C(C=C2C3=C(N(C2=C1)C)C(=NC=C3)C)N3CCN(CC3)C(C=C)=O